C(CCCCC)C1=CC=CC=2N=C(NC21)C2=NC=CC=C2 hexyl-2-(2-pyridyl)-benzimidazole